C1=CC=C(C=C1)CC2=NC(=CN=C2NC(=O)CC3=CC=C(C=C3)OS(=O)(=O)[O-])C4=CC=C(C=C4)OS(=O)(=O)[O-] The molecule is dianion of oxidized Watasenia luciferin arising from deprotonation of both sulfate OH groups; major species at pH 7.3. It is a conjugate base of an oxidized Watasenia luciferin.